COC1=C(C=C(C=C1)C=1C=NN(C1)C(F)(F)F)S(=O)(=O)NC=1C=NC=2CCNC(C2C1)=O 2-methoxy-N-(5-oxo-5,6,7,8-tetrahydro-1,6-naphthyridin-3-yl)-5-(1-(trifluoromethyl)-1H-pyrazol-4-yl)benzenesulfonamide